N-(2-(4-(4-cyclopropylpiperazin-1-yl)piperidin-1-yl)-5-((6-(3-(3-(3,3-dimethylbut-1-yn-1-yl)phenyl)isoxazolidin-2-yl)pyrimidin-4-yl)amino)-4-methoxyphenyl)acrylamide C1(CC1)N1CCN(CC1)C1CCN(CC1)C1=C(C=C(C(=C1)OC)NC1=NC=NC(=C1)N1OCCC1C1=CC(=CC=C1)C#CC(C)(C)C)NC(C=C)=O